COC1=CC(=NC=C1)[C@H](C)NC(C(C)(C)C)=O (S)-N-(1-(4-methoxypyridin-2-yl)ethyl)pivalamide